N-(Benzo[b]thiophen-2-yl)-4-fluoro-2-((4-methylphenyl)sulfonamido)benzamid S1C2=C(C=C1NC(C1=C(C=C(C=C1)F)NS(=O)(=O)C1=CC=C(C=C1)C)=O)C=CC=C2